(E)-3-(pyrimidin-2-yl)acrylic acid tert-butyl ester C(C)(C)(C)OC(\C=C\C1=NC=CC=N1)=O